2-(benzotriazol-1-yl)acetyl fluoride N1(N=NC2=C1C=CC=C2)CC(=O)F